NCC=1C=C2C=CNC2=CC1 5-(aminomethyl)indole